(S)-N-(3-(1-((4-cyclopropyl-4H-1,2,4-triazol-3-yl)thio)ethyl)phenyl)isoquinoline-3-carboxamide C1(CC1)N1C(=NN=C1)S[C@@H](C)C=1C=C(C=CC1)NC(=O)C=1N=CC2=CC=CC=C2C1